1-(3-bromobenzyl)-1H-1,2,3-triazole BrC=1C=C(CN2N=NC=C2)C=CC1